CC1=NC=2C=CN(C(C2C=C1C(=O)O)=O)CC=1OC(=CN1)C 2-methyl-6-((5-methyloxazol-2-yl)methyl)-5-oxo-5,6-dihydro-1,6-naphthyridine-3-carboxylic acid